1,2,4-triazole-3-carboxamide hydrochloride Cl.N1N=C(N=C1)C(=O)N